ClC=1C(=CC(=C(O[C@H](C(=O)O)CF)C1)C(CC)(F)F)F (R)-2-[5-chloro-2-(1,1-difluoropropyl)-4-fluorophenoxy]-3-fluoropropionic acid